OC(C(=O)O)=C\C=C/C=C\C=C/C=C\CCCCCCCCC (S)-hydroxy-(5Z,8Z,11Z,13E,17Z)-eicosapentaenoic acid